FC(C=1C=NC(=NC1)N1CCN(CC1)C(C=C)=O)(F)F 1-(4-(5-(trifluoromethyl)pyrimidin-2-yl)piperazin-1-yl)prop-2-en-1-one